2-[6-[(2S,6R)-2-(hydroxymethyl)-6-methyl-morpholin-4-yl]pyridazin-3-yl]-3,5-dimethyl-phenol OC[C@@H]1CN(C[C@H](O1)C)C1=CC=C(N=N1)C1=C(C=C(C=C1C)C)O